(3β,6β)-6-[[3-[[4-[(3-Aminopropyl)amino]butyl]amino]propyl]amino]-cholestan-3-ol NCCCNCCCCNCCCN[C@@H]1C[C@H]2[C@@H]3CC[C@H]([C@@H](CCCC(C)C)C)[C@]3(CC[C@@H]2[C@]2(CC[C@@H](CC12)O)C)C